cetylphosphate potassium [K+].C(CCCCCCCCCCCCCCC)OP(=O)([O-])[O-].[K+]